S(=O)(=O)(O)O.O[C@@H]1CC2=C(C[C@H]3[C@@H]4CC(=C(C(C)=O)[C@]4(CC[C@@H]3[C@]2(CC1)C)C)C)C 3β-hydroxy-6,16-dimethylpregna-5,16-dien-20-one sulfate